N-(1'-(2-(3-methoxypyrrolidin-1-yl)-6-methylpyrimidin-4-yl)-1',2'-dihydrospiro[cyclopropan-1,3'-pyrrolo[3,2-c]pyridin]-6'-yl)acetamide COC1CN(CC1)C1=NC(=CC(=N1)N1CC2(C=3C=NC(=CC31)NC(C)=O)CC2)C